CN(/C=C/C(=O)C1=CN=C2N1C=C(C=C2)F)C (E)-3-(Dimethylamino)-1-(6-fluoroimidazo[1,2-a]pyridin-3-yl)prop-2-en-1-one